N=1N2C(C(=NC1)CC(=O)N)=CC=C2 Pyrrolo[2,1-f][1,2,4]triazine-4-acetamide